N1(CCC1)C=1C=CN=C2C(=CC(=NC12)C=1C=C2CN(C(C2=CC1)=O)C1C(NC(CC1)=O)=O)CN1CCCC1 3-(5-(8-(azetidin-1-yl)-4-(pyrrolidin-1-ylmethyl)-1,5-naphthyridin-2-yl)-1-oxoisoindolin-2-yl)piperidine-2,6-dione